1,3-bis[2-(p-aminophenyl)ethyl]-1-t-butyloxycarbonyl-urea NC1=CC=C(C=C1)CCN(C(=O)NCCC1=CC=C(C=C1)N)C(=O)OC(C)(C)C